CC1C(CCC(C1)C(C)C)(C)C(=O)N methyl-menthaneformamide